1-({3-[(4S,5S)-4-methyl-2-oxo-1,3-oxazolidin-5-yl]phenyl}methyl)-1,3-dihydro-2H-benzimidazol-2-one C[C@@H]1NC(O[C@H]1C=1C=C(C=CC1)CN1C(NC2=C1C=CC=C2)=O)=O